tert-butyl 4-(((8-bromo-4-((4-(pyridin-2-yl)benzyl)amino)pyrazolo[1,5-a][1,3,5]triazin-2-yl)amino)methyl)piperidine-1-carboxylate BrC=1C=NN2C1N=C(N=C2NCC2=CC=C(C=C2)C2=NC=CC=C2)NCC2CCN(CC2)C(=O)OC(C)(C)C